trivinyl-tin C(=C)[Sn](C=C)C=C